C1(=CC=CC=C1)OC(NC=1C=NC(=C(C1)Cl)N1N=CC=N1)=O [5-chloro-6-(2H-1,2,3-triazol-2-yl)-3-pyridinyl]-carbamic acid phenyl ester